N-(cyclopropyl(4-fluoro-3-(trifluoromethyl)phenyl)methyl)-4-(trifluoromethoxy)benzenesulfonamide C1(CC1)C(NS(=O)(=O)C1=CC=C(C=C1)OC(F)(F)F)C1=CC(=C(C=C1)F)C(F)(F)F